5-[acetyl-(2,3-dihydroxypropyl)amino]-N,N'-Bis(2,3-dihydroxypropyl)-2,4,6-triiodo-1,3-benzenedicarboxamide C(C)(=O)N(C=1C(=C(C(=C(C1I)C(=O)NCC(CO)O)I)C(=O)NCC(CO)O)I)CC(CO)O